C(#N)N1C2C(CC1CC2)C(=O)NC=2SC=C(N2)C2=CC(=CC=C2)C(F)(F)F (endo)-7-cyano-N-(4-(3-(trifluoromethyl)phenyl)-1,3-thiazol-2-yl)-7-azabicyclo[2.2.1]heptane-2-carboxamide